4-(4-((5-Chloro-6-(2H-1,2,3-triazol-2-yl)pyridin-3-yl)carbamoyl)-5-(trifluoromethyl)-1H-pyrazol-1-yl)thieno[2,3-c]pyridin-7-carboxamid ClC=1C=C(C=NC1N1N=CC=N1)NC(=O)C=1C=NN(C1C(F)(F)F)C1=C2C(=C(N=C1)C(=O)N)SC=C2